C(C1=CC=CC=C1)N(C12CC(C1)(C2)C=2C=NC(=CC2)N2C=NC(=C2)C(F)(F)F)CC2=CC=CC=C2 N,N-dibenzyl-3-{6-[4-(trifluoromethyl)-1H-imidazol-1-yl]pyridin-3-yl}bicyclo[1.1.1]pentan-1-amine